diferuloyl tartrate C(=O)(OC(\C=C\C1=CC(OC)=C(O)C=C1)=O)C(O)C(O)C(=O)OC(\C=C\C1=CC(OC)=C(O)C=C1)=O